7'-((2-azetidin-1-yl)ethoxy)-8'-methyl-2',3'-dihydrospiro[cyclopropane-1,4'-pyrido[2,3-b][1,4,5]oxathiazepine] 1',1'-dioxide N1(CCC1)CCOC=1C(=CC2=C(OC3(CNS2(=O)=O)CC3)N1)C